1-dodecylazacycloheptan-2-one C(CCCCCCCCCCC)N1C(CCCCC1)=O